NC=1C=NN(C1)[C@@H]1C[C@@H](N(CC1)C(=O)OC(C)(C)C)C tert-butyl (2S,4S)-4-(4-amino-1H-pyrazol-1-yl)-2-methylpiperidine-1-carboxylate